C(CCCCCCC)C(C(=O)OC)(C(=O)OC)CCCCCCCC Dimethyl 2,2-dioctylmalonate